methyl (R)-3-((1-ethyl-1H-1,2,3-triazol-4-yl)methoxy)-3-(3-(hydroxymethyl)-4-methylphenyl)-2,2-dimethylpropanoate C(C)N1N=NC(=C1)CO[C@@H](C(C(=O)OC)(C)C)C1=CC(=C(C=C1)C)CO